10-(2-(3-chlorophenyl)indolizin-3-yl)-10H-phenothiazine ClC=1C=C(C=CC1)C=1C=C2C=CC=CN2C1N1C2=CC=CC=C2SC=2C=CC=CC12